C(CC)C1C(C2C=CC1C2)C=O 3-Propylbicyclo[2.2.1]-hept-5-en-2-carbaldehyd